S1C(=CC=C1)C1=C2C(N=C(S2)C=2SC(=CC2)[Si](C(C)C)(C(C)C)C(C)C)=C(C2=C1N=C(S2)C=2SC(=CC2)[Si](C(C)C)(C(C)C)C(C)C)C=2SC=CC2 4,8-bis-(thiophene-2-yl)-2,6-bis-(5-triisopropylsilanylthiophene-2-yl)-benzo[1,2-d:4,5-d']bisthiazole